1-(4-(1H-benzo[d]imidazol-4-yl)piperazin-1-yl)-2-methylpropan-1-one N1C=NC2=C1C=CC=C2N2CCN(CC2)C(C(C)C)=O